4-hydroxycyclohexyl geranate C(\C=C(/C)\CCC=C(C)C)(=O)OC1CCC(CC1)O